C(CCCCC)OC=1C=C2C(N(C(C2=CC1NC(C)=O)=O)CCCC(=O)O)=O 5-hexyloxy-6-acetamido-N-carboxypropyl-isoindoline-1,3-dione